C1C(CC12CCNCC2)N2CCC(CC2)O 1-(7-azaspiro[3.5]nonan-2-yl)piperidin-4-ol